C(C(C)C)I isobutyl iodide